C(CCC)N1N=C(C(=C1)C=1C2=C(N=C(N1)N)N(C=C2Cl)C)C(F)(F)F (1-butyl-3-(trifluoromethyl)-1H-pyrazol-4-yl)-5-chloro-7-methyl-7H-pyrrolo[2,3-d]pyrimidin-2-amine